(1s,4s)-4-((2-Chloro-5-(5-(4,4-difluoropiperidin-1-yl)pyrazin-2-yl)pyridin-4-yl)amino)-1-methylcyclohexan-1-ol ClC1=NC=C(C(=C1)NC1CCC(CC1)(O)C)C1=NC=C(N=C1)N1CCC(CC1)(F)F